2'-[6-amino-5-(1,2-thiazol-5-yl)pyridin-3-yl]-N-ethyl-5',6'-dihydrospiro[pyrrolidine-3,4'-pyrrolo[1,2-b]pyrazole]-1-carboxamide NC1=C(C=C(C=N1)C=1C=C2N(N1)CCC21CN(CC1)C(=O)NCC)C1=CC=NS1